C(C)(C)(C)OC(/C=C/C1=CC=C(O1)N1C([C@H](N(CC1)C(=O)OCC1=CC=CC=C1)C)=O)=O benzyl (R,E)-4-(5-(3-(tert-butoxy)-3-oxoprop-1-en-1-yl)furan-2-yl)-2-methyl-3-oxopiperazine-1-carboxylate